FC1=CC=C(C=C1)C=1N=CN(C1C=1C=NC=CC1)CC(=O)O 2-[4-(4-fluorophenyl)-5-(pyridin-3-yl)-1H-imidazol-1-yl]acetic acid